(S)-4-amino-N-(6-((1-methoxycyclopropyl)ethynyl)-2,3-dihydrobenzofuran-3-yl)-N-methylimidazo[1,5-a]quinoxaline-8-carboxamide NC=1C=2N(C3=CC(=CC=C3N1)C(=O)N(C)[C@@H]1COC3=C1C=CC(=C3)C#CC3(CC3)OC)C=NC2